triazacycloundecine-11,11-d2 N1=NN=CC=CC=CC=CC1([2H])[2H]